tert-butyl (3S)-3-(((4-(2,6-dioxopiperidin-3-yl)phenyl)amino)methyl)piperidine-1-carboxylate O=C1NC(CCC1C1=CC=C(C=C1)NC[C@H]1CN(CCC1)C(=O)OC(C)(C)C)=O